6-chloro-3-(3-(methoxymethyl)phenyl)furo[3,2-b]pyridine ClC=1C=C2C(=NC1)C(=CO2)C2=CC(=CC=C2)COC